COC=1C(=NC(=NC1)N1CCCC1)N methoxy-2-(pyrrolidin-1-yl)pyrimidin-4-amine